ClC=1C=C(C=NC1N1N=CC=N1)NC(=O)C1CC2(CC2)C2=C1C=NC=1N2N=C(C1)F N-(5-chloro-6-(2H-1,2,3-triazol-2-yl)pyridin-3-yl)-2-fluoro-6,7-dihydrospiro[cyclopenta[e]pyrazolo[1,5-a]pyrimidine-8,1'-cyclopropane]-6-carboxamide